(S)-1-butyl-3-(3-chloro-4-fluorophenyl)-1-(1-(1-oxo-1,2-dihydroisoquinolin-4-yl)ethyl)urea C(CCC)N(C(=O)NC1=CC(=C(C=C1)F)Cl)[C@@H](C)C1=CNC(C2=CC=CC=C12)=O